2-(2-chlorophenyl)quinoline-4-carboxylic acid ClC1=C(C=CC=C1)C1=NC2=CC=CC=C2C(=C1)C(=O)O